(1S,2S,5R)-N-(2-(2-aminoacetamido)-2-phenylethyl)-1-hydroxy-2-isopropyl-5-methylcyclohexane-1-carboxamide NCC(=O)NC(CNC(=O)[C@]1([C@@H](CC[C@H](C1)C)C(C)C)O)C1=CC=CC=C1